methyl (2-chlorophenyl) ((R)-2-((3-cyano-5-fluorobenzyl)oxy)henicosyl) phosphate P(=O)(OC)(OC1=C(C=CC=C1)Cl)OC[C@@H](CCCCCCCCCCCCCCCCCCC)OCC1=CC(=CC(=C1)F)C#N